(E)-3-(4-(2-ethoxyvinyl)-3-fluorophenyl)piperidine-2,6-dione C(C)O/C=C/C1=C(C=C(C=C1)C1C(NC(CC1)=O)=O)F